Aminolevulinic acid arsenic [As].NC(C(=O)O)CC(=O)C